ClC1=NC(=CC(=N1)N1CCOCCC1CO)Cl (4-(2,6-dichloropyrimidin-4-yl)-1,4-oxaazepan-5-yl)methanol